CC=1C=CC=C2C(C=C(OC12)OCC(F)(F)F)=O 8-methyl-2-(2,2,2-trifluoroethoxy)chromone